CC(C)(C)OC(=O)N1C(CCC1)C(=O)O [(2-methylpropan-2-yl)oxycarbonyl]pyrrolidine-2-carboxylic acid